({[1-(trifluoromethyl)cyclopropyl]methoxy}methyl)-1,4'-bipiperidine dihydrochloride Cl.Cl.FC(C1(CC1)COCC1N(CCCC1)C1CCNCC1)(F)F